1-bromo-4-fluoro-2-Vinylbenzene BrC1=C(C=C(C=C1)F)C=C